NC1=C(C=C(C=C1)C=1SC(=CC1)F)NC(C1=CC=C(C=C1)S(=O)(=O)C1CC1)=O rel-(R)-N-[2-amino-5-(5-fluoro-2-thienyl)phenyl]-4-(cyclopropylsulfonyl)benzamide